C1=NC2=C(N1)C(=S)N=CN2 thiopurine